(S)-3-(3-(4-hydroxy-1,5-dimethyl-2-oxo-1,2-dihydropyridin-3-yl)ureido)-3-(5'-methoxy-2'-methylbiphenyl-3-yl)propanoic acid OC1=C(C(N(C=C1C)C)=O)NC(N[C@@H](CC(=O)O)C=1C=C(C=CC1)C1=C(C=CC(=C1)OC)C)=O